C(C1=CC=CC=C1)OC1C(COC1)(C)N1CCC(CC1)C1=C(C=C2C=NN(C2=C1)C=1C=NN(C1)C1CC1)Cl 6-(1-(4-(benzyloxy)-3-methyltetrahydrofuran-3-yl)piperidin-4-yl)-5-chloro-1-(1-cyclopropyl-1H-pyrazol-4-yl)-1H-indazole